C1(=CC=CC=C1)CC(=O)NC1=C(C=CC(=C1)Cl)OCCOC 2-phenyl-N-(5-chloro-2-(2-methoxyethoxy)phenyl)-acetamide